2-(2-(4,5-dihydrofuran-2-yl)phenyl)ethan-1-ol O1C(=CCC1)C1=C(C=CC=C1)CCO